(6S,7S)-N-(2-cyanoethyl)-6-((2-fluoro-[1,1'-biphenyl]-3-yl)methyl)-N-methyl-7-(methylsulfonamido)-5-azaspiro[2.4]heptane-5-carboxamide C(#N)CCN(C(=O)N1CC2(CC2)[C@@H]([C@@H]1CC=1C(=C(C=CC1)C1=CC=CC=C1)F)NS(=O)(=O)C)C